[C@@H]12CN(C[C@H]2C1)C1=CC=C(CN2N=CC3=C(C=CC(=C23)C(=O)NC2CC3(CCC3)C2)Cl)C=C1 (Ra)-6-(1-(4-((1R,5S)-3-Azabicyclo[3.1.0]hexan-3-yl)benzyl)-4-chloro-1H-indazol-7-carboxamido)spiro[3.3]heptan